tert-butyl 2-(2-((1-((cyclopentylmethyl)sulfonyl)piperidin-4-yl)amino)-6-methylpyrido[3,4-d]pyrimidin-8-yl)-2,6-diazaspiro[3.4]octane-6-carboxylate C1(CCCC1)CS(=O)(=O)N1CCC(CC1)NC=1N=CC2=C(N1)C(=NC(=C2)C)N2CC1(C2)CN(CC1)C(=O)OC(C)(C)C